Triphenylmethan C1(=CC=CC=C1)C(C1=CC=CC=C1)C1=CC=CC=C1